N-[(3-{[3-{[(5-chloro-2-thienyl)sulfonyl]amino}-4-(methoxy)-1H-indazole-1-yl]methyl}phenyl)methyl]-2-hydroxy-2-methylpropionamide sodium [Na].ClC1=CC=C(S1)S(=O)(=O)NC1=NN(C2=CC=CC(=C12)OC)CC=1C=C(C=CC1)CNC(C(C)(C)O)=O